4-(2-{6-[(1S,5R)-2-azabicyclo[3.1.0]hexan-2-ylmethyl]-4-fluoro-1-oxo-3H-isoindol-2-yl}-6-cyclopropylpyridin-4-yl)-3-(4-methyl-1,2,4-triazol-3-yl)benzonitrile [C@H]12N(CC[C@@H]2C1)CC1=CC(=C2CN(C(C2=C1)=O)C1=NC(=CC(=C1)C1=C(C=C(C#N)C=C1)C1=NN=CN1C)C1CC1)F